aluminum-manganese salt [Mn].[Al]